[N+](=O)([O-])[Ca]S(=O)(=O)O Nitrosulfocalcium